1-acetyl-4-(4-hydroxy-2-methylpyrido[3,4-d]pyrimidin-6-yl)-1,4lambda5-azaphosphinan C(C)(=O)N1CC[PH2](CC1)C1=CC2=C(N=C(N=C2O)C)C=N1